6-(4-(benzyloxy)-2-ethyl-5-fluorophenyl)-1-(tetrahydro-2H-pyran-2-yl)-1H-indazole C(C1=CC=CC=C1)OC1=CC(=C(C=C1F)C1=CC=C2C=NN(C2=C1)C1OCCCC1)CC